CN1N=CC=2CNC3=C(S(C21)(=O)=O)C=CC=C3 1-Methyl-4,5-dihydro-1H-benzo[b]pyrazolo-[4,3-f][1,4]thiazepine 10,10-dioxide